C1(=CC=CC=C1)NC(=O)OCC1CCC(CC1)COCC(=O)O 2-(((1r,4r)-4-((phenylcarbamoyloxy)methyl)cyclohexyl)methoxy)acetic acid